C(C)(C)(C)OC(=O)N1[C@H](CC(C1)=O)C(NC1=NC(=CC=C1)Br)=O (R)-2-(6-Bromopyridin-2-ylcarbamoyl)-4-oxopyrrolidine-1-carboxylic acid tert-butyl ester